[Ca+2].[Ca+2].[Ca+2].[N-3].[N-3] Calcium nitrid